N-((5-cyclopropyl-1H-indazol-4-yl)methyl)-4-fluoro-3-methoxy-benzamide C1(CC1)C=1C(=C2C=NNC2=CC1)CNC(C1=CC(=C(C=C1)F)OC)=O